C(C)(C)(C)OC(=O)N1CC2=CC(=C(C=C2CC1)C#N)F C6-cyano-7-fluoro-3,4-dihydroisoquinoline-2(1H)-carboxylic acid tert-butyl ester